(R)-1-[5-(ethylsulfonimidoyl)-6-[3-methyl-6-(trifluoromethyl)imidazo[4,5-b]pyridin-2-yl]-3-pyridyl]cyclopropanecarbonitrile C(C)[S@](=O)(=N)C=1C=C(C=NC1C1=NC=2C(=NC=C(C2)C(F)(F)F)N1C)C1(CC1)C#N